C(CCCCCCCCCCC(=O)OCCCCCCCCCC)(=O)OCCCCCCCC n-octyl (n-decyl) dodecanedioate